FC1=C(C=CC=C1CC1=CN=C(N1)C1=C(C=CC(=C1)OC=1C(=C2C=CN(C2=CC1F)S(=O)(=O)C1=CC=CC=C1)CS(=O)(=O)C)F)CCC(=O)OCC Ethyl 3-(2-Fluoro-3-((2-(2-fluoro-5-((6-fluoro-4-((methylsulfonyl)methyl)-1-(phenylsulfonyl)-1H-indol-5-yl)oxy)phenyl)-1H-imidazol-5-yl)methyl)phenyl)propanoate